N-t-butoxycarbonyl-3-pyrrolidinol C(C)(C)(C)OC(=O)N1CC(CC1)O